OC1=C(C(=O)OC)C(=CC(=C1C(C(C)C)=O)O)O Methyl 2,4,6-trihydroxy-3-isobutyrylbenzoate